BrC1=C2CCN([C@@H](C2=C(C=C1)OCC=1N=NN(C1)CC1CC1)CN1C(C2=CC=CC=C2C1)=O)C(=O)C1CCCCC1 (1S,2R)-2-((S)-5-Bromo-8-((1-(cyclopropylmethyl)-1H-1,2,3-triazol-4-yl)methoxy)-1-((1-oxoisoindolin-2-yl)methyl)-1,2,3,4-tetrahydroisochinolin-2-carbonyl)cyclohexan